FC1=C(C(=CC2=C1C(CO2)C)F)S(=O)(=O)Cl 4,6-difluoro-3-methyl-2,3-dihydrobenzofuran-5-sulfonyl chloride